C1(CC1)C1=NC=NC(=C1C1=NC(=C2NC=NC2=N1)NC(C)C1=CC=C(C=C1)C=1N(C=C(N1)C(F)(F)F)C)OC 2-(4-cyclopropyl-6-methoxypyrimidin-5-yl)-N-(1-(4-(1-methyl-4-(trifluoromethyl)-1H-imidazol-2-yl)phenyl)ethyl)-7H-purin-6-amin